(6-{[3-(2,3-dichloro-6-fluorophenyl)pyrrolidin-3-yl]amino}-8-fluoro-4-oxoquinazolin-3-yl)acetic acid ClC1=C(C(=CC=C1Cl)F)C1(CNCC1)NC=1C=C2C(N(C=NC2=C(C1)F)CC(=O)O)=O